9-(Hydroxymethyl)-6,6-dimethyl-3-propyl-6a,7,10,10a-tetrahydrobenzo[c]chromen-1-ol OCC=1CC2C(C(OC=3C=C(C=C(C23)O)CCC)(C)C)CC1